5-methyl-4-(piperazin-1-yl)-5,8-dihydropteridin-7(6H)-one CN1C=2C(=NC=NC2NC(C1)=O)N1CCNCC1